(3,4-dichloro-1H-indol-7-yl)-4-(3-(piperazin-1-yl)oxetan-3-yl)benzenesulfonamide ClC1=CNC2=C(C=CC(=C12)Cl)C1=C(C=CC(=C1)C1(COC1)N1CCNCC1)S(=O)(=O)N